2-((3-chloro-4-fluorophenyl)((2,5-difluorobenzyl)oxy)methyl)-5-methyl-4-(methylsulfonyl)-1H-imidazole ClC=1C=C(C=CC1F)C(C=1NC(=C(N1)S(=O)(=O)C)C)OCC1=C(C=CC(=C1)F)F